3-(8-(diphenoxyphosphoryl)-3-hexylquinolin-2-yl)acrylic acid O(C1=CC=CC=C1)P(=O)(OC1=CC=CC=C1)C=1C=CC=C2C=C(C(=NC12)C=CC(=O)O)CCCCCC